5-(pyridin-2-ylmethyl)-1-tosyl-1H-pyrrole-3-sulfonic acid N1=C(C=CC=C1)CC1=CC(=CN1S(=O)(=O)C1=CC=C(C)C=C1)S(=O)(=O)O